C(#N)C1(CN(CC1)C(=O)OC(C)(C)C)CCCI tert-butyl 3-cyano-3-(3-iodopropyl)pyrrolidine-1-carboxylate